CC1=CC=C2C(=N1)N(C(=N2)C2=CC=CC=C2)C2=CC1=C(NCS1)C=C2 6-(5-Methyl-2-phenyl-imidazo[4,5-b]pyridin-3-yl)-3H-1,3-benzothiazol